ClC1=NC=C(C(=C1)C1=C(C=NC(=C1)C)C(=O)NC=1SC2=C(N1)CN(C2)C(=O)C2=C(C=NN2C)C(F)F)OC 2'-chloro-N-(5-(4-(difluoromethyl)-1-methyl-1H-pyrazole-5-carbonyl)-5,6-dihydro-4H-pyrrolo[3,4-d]thiazol-2-yl)-5'-methoxy-6-methyl-[4,4'-bipyridine]-3-carboxamide